Dicyclohexyl 2-MethylGlutarate CC(C(=O)OC1CCCCC1)CCC(=O)OC1CCCCC1